3-(4-(5-(4-chlorophenyl)-1-(2,4-dichlorophenyl)-4-methyl-1H-pyrazole-3-carboxamido)benzamido)propanoic acid ClC1=CC=C(C=C1)C1=C(C(=NN1C1=C(C=C(C=C1)Cl)Cl)C(=O)NC1=CC=C(C(=O)NCCC(=O)O)C=C1)C